2-methylpropyl chloroformate ClC(=O)OCC(C)C